2-BROMO-PROPENAL BrC(C=O)=C